2-(((1r,4r)-4-(((3,5-dimethylphenyl)(3-fluorophenyl)carbamoyl-oxy)methyl)cyclohexyl)methoxy)acetic acid CC=1C=C(C=C(C1)C)N(C(=O)OCC1CCC(CC1)COCC(=O)O)C1=CC(=CC=C1)F